C(C)N(C(C)C)C(C)C ethyl-diiso-propyl-amine